2-chloro-6-methyl-4-(thiophen-2-yl)nicotinonitrile ClC1=C(C#N)C(=CC(=N1)C)C=1SC=CC1